CN(C\C=C/1\C(N(CC1C)C=1C=CC=2N=CN=C(C2N1)NC1=CC(=C(C=C1)OC1=CC2=C(N(C=N2)C)C=C1)C)=O)C (3E)-3-[2-(dimethylamino)ethylidene]-4-methyl-1-[4-({3-methyl-4-[(1-methyl-1,3-benzodiazol-5-yl)oxy]phenyl}amino)pyrido[3,2-d]pyrimidin-6-yl]pyrrolidin-2-one